3-amino-N-{2-[3-(ethylamino)-4-(fluoromethyl)pyrrolidin-1-yl]-5,6,7,8-tetrahydroquinolin-6-yl}-4,6-dimethylthieno[2,3-b]pyridine-2-carboxamide NC1=C(SC2=NC(=CC(=C21)C)C)C(=O)NC2CC=1C=CC(=NC1CC2)N2CC(C(C2)CF)NCC